CCCCCCCCCCCCCCCCCC(=O)OC[C@H](COP(=O)([O-])OCC[N+](C)(C)C)OC(=O)C=C 1-octadecanoyl-2-(2E-propionyl)-sn-glycero-3-phosphocholine